C(C)(=O)OCCC(CC(C(CC(C)C)C)CC)C 5-ethyl-3,6,8-trimethylnonyl acetate